ethylaminosulfur trifluoride C(C)NS(F)(F)F